2-[5-(3-chlorobenzene-1-carbonyl)-5,6,7,8-tetrahydro-1,5-naphthyridin-2-yl]-N-(4-fluorophenyl)propanamide ClC=1C=C(C=CC1)C(=O)N1C=2C=CC(=NC2CCC1)C(C(=O)NC1=CC=C(C=C1)F)C